3-(1H-imidazol-1-yl)-N-(4-methylpiperidin-4-yl)benzamide N1(C=NC=C1)C=1C=C(C(=O)NC2(CCNCC2)C)C=CC1